tert-Butyl 5-isobutyryl-2,5-diazabicyclo[2.2.1]heptane-2-carboxylate C(C(C)C)(=O)N1C2CN(C(C1)C2)C(=O)OC(C)(C)C